3-(3-methoxyphenyl)-N1,N1,N3-trimethylbenzene-1,3-diamine COC=1C=C(C=CC1)C1(CC(=CC=C1)N(C)C)NC